C1(=CC=CC=C1)C(C)(C1=CC=CC=C1)OC(C(=C)C)=O methacrylic acid 1,1-diphenylethyl ester